aminomethylpropanol acrylate C(C=C)(=O)OC(CC)CN